C(CCCCCCCCCCCCCCCCCCCCC)(=O)OC1COCC1 tetrahydrofuran-3-yl docosanoate